C(C=C)OS(=O)OCC=C Diallylsulfit